C(CCCCCC(C)C)(=O)OC(=O)C1C(CCCC1)C(=O)OC(CCCCCC(C)C)=O di(isononanoyl)-1,2-cyclohexanedicarboxylate